acryl-ethylene glycol C(=O)(C=C)C(CO)O